NC1=CC(=C(C=C1)NC(=O)C1=NC=C(N=C1)C)Cl N-(4-amino-2-chlorophenyl)-5-methylpyrazine-2-carboxamide